copper-chromium-copper-chromium [Cr].[Cu].[Cr].[Cu]